[C@@H]1([C@H](O)[C@@H](O)[C@@H](O)CO1)C1=C(OC=2C=C(C=C(C2C1=O)O)O)C1=CC(O)=C(O)C=C1 alpha-L-arabinopyranosyl-luteolin